OC1(CC1)C1=NN(C=N1)C1CC2(CN(C2)C(=O)N2CC3(C2)CC(C3)CN3N=CN=C3C(F)(F)F)C1 [6-[3-(1-hydroxycyclopropyl)-1,2,4-triazol-1-yl]-2-azaspiro[3.3]heptan-2-yl]-[6-[[5-(trifluoromethyl)-1,2,4-triazol-1-yl]methyl]-2-azaspiro[3.3]heptan-2-yl]methanone